bis(3-hexyl-4-vinylthiophenyl)sulfide C(CCCCC)C=1C=C(C=CC1SC=C)SC1=CC(=C(C=C1)SC=C)CCCCCC